5-((6-phenyl-5-((piperidin-4-ylmethyl)amino)pyridazin-3-yl)amino)pyrazine-2-carbonitrile C1(=CC=CC=C1)C1=C(C=C(N=N1)NC=1N=CC(=NC1)C#N)NCC1CCNCC1